N1(CCCC1)C=1C=C(C=CC1)N1CCN(CCC1)C(=O)OC(C)(C)C tert-butyl 4-(3-(pyrrolidin-1-yl)phenyl)-1,4-diazepane-1-carboxylate